5-(benzyloxy)-2,7-dimethylbenzofuran-3-carboxylic acid C(C1=CC=CC=C1)OC=1C=C(C2=C(C(=C(O2)C)C(=O)O)C1)C